FCC(CN(CCC(C(=O)O)NC(CC1=NC(=CC=C1)C)=O)CCCCC1=NC=2NCCCC2C=C1)OC 4-[[3-fluoro-2-methoxy-propyl]-[4-(5,6,7,8-tetrahydro-1,8-naphthyridin-2-yl)butyl]amino]-2-[[2-(6-methyl-2-pyridyl)acetyl]amino]butanoic acid